7-(1-(4-(2-((2-(2,6-dioxopiperidin-3-yl)-1,3-dioxoisoindolin-4-yl)thio)Ethyl)phenethyl)piperidin-4-yl)-2-(4-phenoxyphenyl)-4,5,6,7-tetrahydropyrazolo[1,5-a]pyrimidine-3-Formamide O=C1NC(CCC1N1C(C2=CC=CC(=C2C1=O)SCCC1=CC=C(CCN2CCC(CC2)C2CCNC=3N2N=C(C3C(=O)N)C3=CC=C(C=C3)OC3=CC=CC=C3)C=C1)=O)=O